4-(4-isopropylphenyl)furo[3,2-d]pyrimidin-2-amine C(C)(C)C1=CC=C(C=C1)C=1C2=C(N=C(N1)N)C=CO2